methyl 1-benzyl-4-[[4-(trifluoromethoxy)phenyl]methyl]piperidine-4-carboxylate C(C1=CC=CC=C1)N1CCC(CC1)(C(=O)OC)CC1=CC=C(C=C1)OC(F)(F)F